FC(C(C(C(=O)OCCCCCCCCCCCCCCCCCCCCCCCC)(F)F)(F)F)(F)F Tetracosyl heptafluorobutyrate